cis-1-carboxyl-2,2-dimethyl-3-hydroxymethyl-cyclopropane C(=O)(O)[C@@H]1C([C@@H]1CO)(C)C